4-(2-(2-(2-isopropylphenyl)-4-(4-methoxybenzyl)piperazin-1-yl)-7-azaspiro[3.5]nonan-7-yl)-N-((3-nitro-4-((2-(3-oxomorpholino)ethyl)amino)phenyl)sulfonyl)benzamide C(C)(C)C1=C(C=CC=C1)C1N(CCN(C1)CC1=CC=C(C=C1)OC)C1CC2(C1)CCN(CC2)C2=CC=C(C(=O)NS(=O)(=O)C1=CC(=C(C=C1)NCCN1C(COCC1)=O)[N+](=O)[O-])C=C2